5-(isopentenylaminomethyl)-3'-O-methyluridine C(CC(=C)C)NCC=1C(NC(N([C@H]2[C@H](O)[C@H](OC)[C@@H](CO)O2)C1)=O)=O